mesotartarate C([C@H](O)[C@H](O)C(=O)[O-])(=O)[O-]